C(C)SC1=C(SC2=C1OC=C2)C2=NC1=C(C=NC(=C1)C(F)(F)F)N2C 2-[6-(ethylsulfanyl)thieno[3,2-b]furan-5-yl]-3-methyl-6-(trifluoromethyl)-3H-imidazo[4,5-c]pyridine